O=C1NC(CCC1C1=CC(=C(C=C1)N1CCC(CC1)(O)CC(=O)O)F)=O 2-[1-[4-(2,6-dioxo-3-piperidyl)-2-fluoro-phenyl]-4-hydroxy-4-piperidyl]acetic acid